amino-4-amino-L-tyrosine NN[C@@H](CC1=CCC(C=C1)(O)N)C(=O)O